C(C)(C)N(P(OCCC#N)[O-])C(C)C 2-cyanoethyl N,N-diisopropylphosphoroamidite